N1C(CCCC1)C1=NC(=NC(=N1)C1=NC(=CC=C1)C(F)(F)F)NC1=CC(=NC=C1)C(F)(F)F (piperidin-2-yl)-6-(6-(trifluoromethyl)pyridin-2-yl)-N-(2-(trifluoromethyl)pyridin-4-yl)-1,3,5-triazin-2-amine